6-(5-cyclopropyl-4,5,6,7-tetrahydrothieno[3,2-c]pyridin-2-yl)-3-((3-isopropoxy-3-oxopropyl)amino)-7-methylbenzo[e][1,2,4]triazine-1,4-dioxide C1(CC1)N1CC2=C(CC1)SC(=C2)C=2C(=CC1=C([N+](=C(N=[N+]1[O-])NCCC(=O)OC(C)C)[O-])C2)C